6-chloro-7-(2H-1,2,3-triazol-2-yl)-1H-indole-3-sulfonyl chloride ClC1=CC=C2C(=CNC2=C1N1N=CC=N1)S(=O)(=O)Cl